ClC1=C(C#N)C(=CC=N1)C1=C(C(=CC=C1)C1=NC(=C(C=C1)C=O)OC)Cl 2-Chloro-4-(2-chloro-3-(5-formyl-6-methoxypyridin-2-yl)phenyl)nicotinonitrile